3-methylene-5-(2-(1-propyl-1H-pyrazol-4-yl)phenyl)dihydrofuran-2(3H)-one C=C1C(OC(C1)C1=C(C=CC=C1)C=1C=NN(C1)CCC)=O